FC1=C(C(=O)NC2=NC(=CC=C2)C=2N3C(=NN2)CC[C@@H]3C)C=C(C(=C1)C)N1C=NC(=C1)C(F)(F)F (S)-2-fluoro-4-methyl-N-(6-(5-methyl-6,7-dihydro-5H-pyrrolo[2,1-c][1,2,4]triazol-3-yl)pyridin-2-yl)-5-(4-(trifluoromethyl)-1H-imidazol-1-yl)benzamide